1-{3-[8-Methoxy-3-(3-methoxyphenyl)-1H-pyrazolo[4,3-c]quinolin-1-yl]phenyl}-N,N-dimethylpiperidin-4-amine COC1=CC=2C3=C(C=NC2C=C1)C(=NN3C=3C=C(C=CC3)N3CCC(CC3)N(C)C)C3=CC(=CC=C3)OC